F[C@H]1CN(CC[C@H]1NC1=CC=CN2C(=C(C=C12)C#CCNC=1C=C(C(=O)NC)C=CC1OC)SC(F)(F)F)CC(C)O 3-{[3-(8-{[(3S,4R)-3-fluoro-1-(2-hydroxypropyl)piperidin-4-yl]amino}-3-[(trifluoromethyl)sulfanyl]indolizin-2-yl)prop-2-yn-1-yl]amino}-4-methoxy-N-methylbenzamide